ClC=1C=CC(=C(C1)CC(=O)[O-])C1=NN=NN1 2-(5-chloro-2-(1H-tetrazol-5-yl)phenyl)acetate